3-(4-aminophenyl)phenylboronic acid pinacol ester NC1=CC=C(C=C1)C=1C=C(C=CC1)B1OC(C)(C)C(C)(C)O1